C(C)(=O)OC1(CNC2=CC=CC=C12)C 3-methylindolin-3-yl acetate